2,5-dimethyl-2,5-diazahexane CN(C)CCN(C)C